COC1=CC=C(CN(S(=O)(=O)[C@@H](CC(=O)OC(C)C)[C@H](CC=C)C)CC2=CC=C(C=C2)OC)C=C1 (3S,4S)-ISOPROPYL 3-(N,N-BIS(4-METHOXYBENZYL)SULFAMOYL)-4-METHYLHEPT-6-ENOATE